tert-butyl-4-(3-(4-fluoro-7-methyl-1H-indole-2-carboxamido)phenyl)piperazine C(C)(C)(C)N1CCN(CC1)C1=CC(=CC=C1)NC(=O)C=1NC2=C(C=CC(=C2C1)F)C